N-((cis)-3-(5-chloro-2-cyanophenyl)-3-methylcyclobutyl)-1-((S or R)-1-(6-methyl-5-((1R,5S)-2-oxo-3-azabicyclo[3.1.0]hexan-3-yl)pyrazin-2-yl)ethyl)-1H-1,2,3-triazole-4-carboxamide ClC=1C=CC(=C(C1)C1(CC(C1)NC(=O)C=1N=NN(C1)[C@@H](C)C1=NC(=C(N=C1)N1C([C@@H]2C[C@@H]2C1)=O)C)C)C#N |o1:19|